C(C)(C)(C)C1=C(C=CC=C1)O o-t-Butylphenol